5-bromo-3-(1-cyclopropylpyrazol-4-yl)-1-methyl-pyridin-2-one BrC=1C=C(C(N(C1)C)=O)C=1C=NN(C1)C1CC1